C(C1=CC=CC=C1)OC=1C=C(C(=NC1F)N1CCN(CC1)[C@H]1CC2(CN(C2)C(=O)OCC)CC1)C1=NC=CN=C1 ethyl (R)-6-(4-(5-(benzyloxy)-6-fluoro-3-(pyrazin-2-yl)pyridin-2-yl)piperazin-1-yl)-2-azaspiro[3.4]octane-2-carboxylate